CC1=NOC(=C1)C=1N(C=CC1)COCC[Si](C)(C)C 2-(3-methylisoxazol-5-yl)-1-((2-(trimethylsilyl)ethoxy)methyl)-1H-pyrrole